N1C(=CC=C1)C1=NC=CC=C1 pyrrolyl-pyridine